benzyl (2S)-4-(2-chloro-7-(3,4-dihydroquinolin-1(2H)-yl)-5,6,7,8-tetrahydroquinazolin-4-yl)-2-(cyanomethyl)piperazine-1-carboxylate ClC1=NC=2CC(CCC2C(=N1)N1C[C@@H](N(CC1)C(=O)OCC1=CC=CC=C1)CC#N)N1CCCC2=CC=CC=C12